N-[3,4-difluoro-2-[(2-fluoro-4-iodophenyl)amino]-6-methoxyphenyl]-1-[(2S)-2,3-dihydroxypropyl]-cyclopropanesulfonamide FC=1C(=C(C(=CC1F)OC)NS(=O)(=O)C1(CC1)C[C@@H](CO)O)NC1=C(C=C(C=C1)I)F